tert-Butyl (R)-2-(((5-(2-((5,6-dimethylpyridazin-3-yl)amino)pyrazolo[1,5-a]pyridin-5-yl)-1-methyl-1H-pyrazol-4-yl)oxy)methyl)azetidine-1-carboxylate CC=1C=C(N=NC1C)NC1=NN2C(C=C(C=C2)C2=C(C=NN2C)OC[C@@H]2N(CC2)C(=O)OC(C)(C)C)=C1